O1C(=NN=C1)C=1C=C(C=CC1)O 3-(1,3,4-oxadiazol-2-yl)phenol